FC1=CC2=C(N(C(CO2)=O)CC#C)C=C1NC(=O)C1=C(CCCC1)C(=O)N N-(7-fluoro-3,4-dihydro-3-oxo-4-prop-2-ynyl-2H-1,4-benzoxazin-6-yl)cyclohex-1-ene-1,2-dicarboxamide